N-(4-{[6-(5-chloro-2-fluoro-phenyl)-3-methoxypyridazin-4-yl]amino}pyridin-2-yl)-3-[4-(2,2,2-trifluoroethyl)piperazin-1-yl]propanamide ClC=1C=CC(=C(C1)C1=CC(=C(N=N1)OC)NC1=CC(=NC=C1)NC(CCN1CCN(CC1)CC(F)(F)F)=O)F